1-(5-((2R,4S)-2-(2,5-difluorophenyl)-4-fluoropyrrolidin-1-yl)pyrazolo[1,5-a]pyrimidin-3-yl)-3-((1S,2R)-2-fluorocyclopropyl)urea FC1=C(C=C(C=C1)F)[C@@H]1N(C[C@H](C1)F)C1=NC=2N(C=C1)N=CC2NC(=O)N[C@@H]2[C@@H](C2)F